(2-amino-3-(3-((5-fluoro-6-((3-fluorobenzyl)oxy)pyridin-3-yl)methyl)isoxazol-5-yl)pyridin-1-ium-1-yl)methyl hydrogen phosphate P(=O)(OC[N+]1=C(C(=CC=C1)C1=CC(=NO1)CC=1C=NC(=C(C1)F)OCC1=CC(=CC=C1)F)N)(O)[O-]